(5-(4-Chlorophenyl)-1-propionyl-4,5-dihydro-1H-pyrazol-3-yl)-4-methylthiophene ClC1=CC=C(C=C1)C1CC(=NN1C(CC)=O)C=1SC=C(C1)C